FC(C1(CC1)NC(=O)C=1C2=CN(N=C2C=CC1)C=1C=NC=CC1)F N-[1-(difluoromethyl)cyclopropyl]-2-(3-pyridyl)-2H-indazole-4-carboxamide